C(C1=CC=CC=C1)OC(=O)N[C@@H](CC1=CC=C(C=C1)O)C(=O)O N-(benzyloxycarbonyl)tyrosine